2-methyl-5-(thiazol-5-yl)-1H-indole-7-carboxylic acid methyl ester COC(=O)C=1C=C(C=C2C=C(NC12)C)C1=CN=CS1